FC(COP1(=NP(=NP(=N1)(Cl)Cl)(Cl)Cl)Cl)(F)F (trifluoroethoxy)-pentachlorocyclotriphosphazene